NC1=C(C=C(C=N1)NC(C(=O)N1C(CCC(C1)C)C=1C=C2C=CNC2=CC1)=O)C N-(6-amino-5-methyl-3-pyridyl)-2-[2-(1H-indol-5-yl)-5-methyl-1-piperidyl]-2-oxo-acetamide